FC(C=1C=C(C=C(C1)C(F)(F)F)NS(=O)(=O)C1=C(C=C(C(=O)OC)C=C1)C)(F)F methyl 4-(N-(3,5-bis(trifluoromethyl)phenyl)sulfamoyl)-3-methylbenzoate